pyridazin-4-yl-pyridazine N1=NC=C(C=C1)C=1N=NC=CC1